C(#N)C1=C(C=CC(=C1)F)SC=1C=2N(C=C(C1)C=1C=NN(C1)C1CCC(CC1)(C)O)N=CC2C#N 4-((2-cyano-4-fluorophenyl)thio)-6-(1-((1s,4s)-4-hydroxy-4-methylcyclohexyl)-1H-pyrazol-4-yl)pyrazolo[1,5-a]pyridine-3-carbonitrile